C=CCCCCCCCCCCCCCCCCCCCCCCCCCCC 1-nonacosene